2-[6-amino-5-[[1-[4-(2-piperazin-1-ylethoxy)phenyl]-3-piperidyl]oxy]pyridazin-3-yl]phenol NC1=C(C=C(N=N1)C1=C(C=CC=C1)O)OC1CN(CCC1)C1=CC=C(C=C1)OCCN1CCNCC1